(p-tolyl)carbazole C1(=CC=C(C=C1)C1=CC=CC=2C3=CC=CC=C3NC12)C